FC1=CNC2=CC(=CC=C12)B1OC(C(O1)(C)C)(C)C 3-fluoro-6-(4,4,5,5-tetramethyl-1,3,2-dioxaborolan-2-yl)-1H-indole